4-chloro-N-(5-((5-chloropyridin-2-yl)methoxy)-1,3,4-thiadiazol-2-yl)-6-methylpyridine-3-carboxamide ClC1=C(C=NC(=C1)C)C(=O)NC=1SC(=NN1)OCC1=NC=C(C=C1)Cl